O=C1C(=CNC2=CC=CN=C12)C(=O)[O-] 4-oxo-1H-1,5-naphthyridine-3-carboxylate